3-chloro-5-{2-[3-{[4-(3-methanesulfonyloxetan-3-yl)phenoxy]methyl}piperazin-1-yl]ethyl}benzonitrile ClC=1C=C(C#N)C=C(C1)CCN1CC(NCC1)COC1=CC=C(C=C1)C1(COC1)S(=O)(=O)C